C(C)N(CCNC(NC=1C=C2C=CC(=NC2=CC1)N1CCN(CC1)C(=O)OC(C)(C)C)=S)CC tert-butyl 4-(6-(3-(2-(diethylamino)ethyl)thioureido)quinolin-2-yl)piperazine-1-carboxylate